C(C=C)NC(C1=CC=CC=C1)C N-allyl-α-methylbenzylamine